C1=CC(=CC=2C3=CC=CC=C3NC12)C=1C(=C(C=CC1)N(C1=CC=CC=C1)C1=CC=CC=C1)C=1C=CC=2NC3=CC=CC=C3C2C1 bis-(9H-carbazol-3-yl)triphenylamine